C(C1=C(C=CC=C1)SSC1=C(C(=O)O)C=CC=C1)(=O)O 2,2'-dithiodibenzoic acid